5-(4-ethoxyphenyl)-4H-1,2,4-triazole C(C)OC1=CC=C(C=C1)C=1NC=NN1